N,N'-diphenylhexane-1,6-diamine C1(=CC=CC=C1)NCCCCCCNC1=CC=CC=C1